NC=1C2=C(N=CN1)NC(=C2C2=CC=C(C=C2)OC2=NC(=CC=C2)C)[C@@H]2CN(CC2)C(C=C)=O (S)-1-(3-(4-amino-5-(4-((6-methylpyridin-2-yl)oxy)phenyl)-7H-pyrrolo[2,3-d]pyrimidin-6-yl)pyrrolidin-1-yl)prop-2-en-1-one